4,5-dichloro-2-(((1R,5S,6R)-6-(hydroxymethyl)-3-azabicyclo[3.1.0]hexan-3-yl)methyl)phenol ClC1=CC(=C(C=C1Cl)O)CN1C[C@H]2C([C@H]2C1)CO